CC=1C(=NC=CN1)CN1C(C(=CC=2C1=NC=CN2)C2CCNCC2)=O 5-((3-methylpyrazin-2-yl)methyl)-7-(piperidin-4-yl)pyrido[2,3-b]pyrazin-6(5H)-one